FC(C(C)NC(OC(C)(C)C)=O)(CO)F tert-butyl (3,3-difluoro-4-hydroxybutan-2-yl)carbamate